N1CC(C1)[C@H]1CN(CCC1)C1=CC=2N=C(N(C(C2C(=N1)C1=C(C=C(C=C1)Cl)F)=O)C)C.[O+2] Oxygen (ii) (S)-7-(3-(azetidin-3-yl)piperidin-1-yl)-5-(4-chloro-2-fluorophenyl)-2,3-dimethylpyrido[4,3-d]pyrimidin-4(3H)-one